C(#N)C1=CC(=C(C=N1)C(=O)O)C1=C(C=CC=C1OC)F 6-cyano-4-(2-fluoro-6-methoxyphenyl)pyridine-3-carboxylic acid